(1s,4s)-4-(4-Bromo-6-(2-morpholinoacetamido)-1-oxoisoindolin-2-yl)-N-(3-methoxy-4-methylphenyl)cyclohexanecarboxamide BrC1=C2CN(C(C2=CC(=C1)NC(CN1CCOCC1)=O)=O)C1CCC(CC1)C(=O)NC1=CC(=C(C=C1)C)OC